N,N-bis(2-hydroxypropyl)-2-aminoethanesulfonic acid potassium [K].OC(CN(CCS(=O)(=O)O)CC(C)O)C